5-methoxy-2,3-dihydrobenzo[b]thiophene COC1=CC2=C(SCC2)C=C1